Cl.C(C)N1CCC(CC1)N(C=1SC2=C(N1)SC(=N2)C2=C(C=C(C=C2)C=2C=NN(C2)C)O)C 2-{5-[(1-Ethylpiperidin-4-yl)(methyl)amino][1,3]thiazolo[5,4-d][1,3]thiazol-2-yl}-5-(1-methyl-1H-pyrazol-4-yl)phenol Hydrochlorid